3-ethylsulfonyl-7-(2,2,2-trifluoroethoxy)imidazo[1,2-a]Pyridine-2-carboxylic acid C(C)S(=O)(=O)C1=C(N=C2N1C=CC(=C2)OCC(F)(F)F)C(=O)O